C(C)(C)N1N=CC2=CC(=CC=C12)C1=NC(=NO1)C1=C(C=CC=C1)OC(F)(F)F 5-(1-isopropyl-1H-indazol-5-yl)-3-(2-(trifluoromethoxy)phenyl)-1,2,4-oxadiazole